C1(CC1)S(=O)(=O)NC1=NC=CC(=N1)C(C(=O)NC1=NC=C(C=C1)C1=NC(=CN=C1)C(C)C)(C)C 2-(2-(Cyclopropanesulfonamido)pyrimidin-4-yl)-N-(5-(6-isopropylpyrazin-2-yl)pyridin-2-yl)-2-methylpropanamide